N1N=CC(=C1)CCNC1=NC(=NC(=C1C)C)C(=O)N(C)C(COC)C1=CC=C(C=C1)F 4-((2-(1H-pyrazol-4-yl)ethyl)amino)-N-(1-(4-fluorophenyl)-2-methoxyethyl)-N,5,6-trimethylpyrimidine-2-carboxamide